[C@@H]12COC[C@@H](CC1)C2NC=2N=NC(=C1C2C=NC=C1)C1=C(C=C(C=C1)C)OC N-((1R,5S,8s)-3-oxabicyclo[3.2.1]octan-8-yl)-1-(2-methoxy-4-methylphenyl)pyrido[3,4-d]pyridazin-4-amine